3-(4-fluorophenyl)-1H-pyrazole-4-carbaldehyde FC1=CC=C(C=C1)C1=NNC=C1C=O